NC1=CC(=C(C=C1)C1=CC=C(C(=O)NS2N=CC3=C(C=C2)C=CC=C3)C=C1)F 4-(4-amino-2-fluorophenyl)-N-(benzo[d][1,2]thiazepin-3-yl)benzamide